dioxo-6,9-dioxa-3,13-diazapentadecan O=C(C=O)NCCOCCOCCCNCC